C(N)(=O)N1N=NCC1=O CARBAMOYL-TRIAZOLINONE